CC1=C(C(=C(C=C1)O)N=NC1=C(C=CC=C1)O)C dimethyl-azophenol